methyl 2-chloro-6-methyl-3-(4,4,5,5-tetramethyl-1,3,2-dioxaborolan-2-yl)benzoate ClC1=C(C(=O)OC)C(=CC=C1B1OC(C(O1)(C)C)(C)C)C